CC=1C=2N(C=CC1OCC13CC(C1)C3)C=CN2 3-(((8-methylimidazo[1,2-a]pyridin-7-yl)oxy)methyl)bicyclo[1.1.1]pentan